5-cyano-2-(3,4-difluoro-2-methoxy-phenoxy)-N-[3-(methylsulfonimidoyl)phenyl]pyridine-3-carboxamide C(#N)C=1C=C(C(=NC1)OC1=C(C(=C(C=C1)F)F)OC)C(=O)NC1=CC(=CC=C1)S(=O)(=N)C